3-methyl-N,N-dimethylpropanamide CCCC(=O)N(C)C